N1N=C(C2=CC=CC=C12)N1C(NC2(CC(C2)C2=CC=CC=C2)C1=O)=O 7-(1H-indazol-3-yl)-2-phenyl-5,7-diazaspiro[3.4]octane-6,8-dione